C(C(C)=C)C=1C=C(C(=CC1)O)O 4-methallyl-1,2-benzenediol